C(C)(C)(C)OC(=O)N1[C@@H](CN(C[C@@H]1C)C1=C2N=CC=NC2=CC(=C1)F)C (2r,6s)-4-(7-fluoroquinoxalin-5-yl)-2,6-dimethylpiperazine-1-carboxylic acid tert-butyl ester